FC=1C=CC2=C(N=C(O2)[C@H]2N(CCC3=C2N=CN3)C(CC3CC(C3)F)=O)C1 (S)-1-(4-(5-fluorobenzo[d]oxazol-2-yl)-6,7-dihydro-1H-imidazo[4,5-c]pyridin-5(4H)-yl)-2-(3-fluorocyclobutyl)ethanone